9-(4-tert-butyl-phenyl)-3,6-bis(triphenylsilyl)-9H-carbazole C(C)(C)(C)C1=CC=C(C=C1)N1C2=CC=C(C=C2C=2C=C(C=CC12)[Si](C1=CC=CC=C1)(C1=CC=CC=C1)C1=CC=CC=C1)[Si](C1=CC=CC=C1)(C1=CC=CC=C1)C1=CC=CC=C1